ClC1=CC(=C(C=C1Cl)C1C(CNC1)C(=O)N)O Rel-4-(4,5-dichloro-2-hydroxyphenyl)pyrrolidine-3-carboxamide